Cl.C(C)(C)(C)OC(CNC)=O Sarcosine tert-butyl ester hydrochloride